7-(2-(benzyloxy)-6-fluorophenyl)-6-fluoro-1-(2-isopropyl-4-methylpyridin-3-yl)pyrido[2,3-d]pyrimidine-2,4(1H,3H)-dione C(C1=CC=CC=C1)OC1=C(C(=CC=C1)F)C=1C(=CC2=C(N(C(NC2=O)=O)C=2C(=NC=CC2C)C(C)C)N1)F